N-(4-(4-amino-7-methyl-7H-pyrrolo[2,3-d]pyrimidin-5-yl)-3-fluorophenyl)-2-oxo-1-phenyl-2,4,5,6-tetrahydro-1H-pyrrolo[1,2-b]pyrazole-3-carboxamide NC=1C2=C(N=CN1)N(C=C2C2=C(C=C(C=C2)NC(=O)C2=C1N(N(C2=O)C2=CC=CC=C2)CCC1)F)C